5-chloro-2-(difluoromethyl)-N-((1r,4r)-4-((3-(6-(2-hydroxyethoxy)pyridazin-3-yl)-2-oxo-2,3-dihydro-1H-benzo[d]imidazol-1-yl)methyl)cyclohexyl)nicotinamide ClC=1C=NC(=C(C(=O)NC2CCC(CC2)CN2C(N(C3=C2C=CC=C3)C=3N=NC(=CC3)OCCO)=O)C1)C(F)F